isostearyl-stearate C(CCCCCCCCCCCCCCC(C)C)OC(CCCCCCCCCCCCCCCCC)=O